COC(C1=C(C=C(C(=C1)F)Cl)NC1=C(C(=C(C=C1)F)F)CCCNC(=O)OC(C)(C)C)=O ((2-(3-((tert-Butoxycarbonyl)amino)propyl)-3,4-difluorophenyl)amino)-4-chloro-5-fluoro-benzoic acid methyl ester